Iron-Nickel-cobalt [Co].[Ni].[Fe]